methyl-allylsulfonic acid sodium salt [Na+].CC=CCS(=O)(=O)[O-]